ClC1=C(C=C2C(=N1)C(N(C2)CC)=O)F 2-chloro-6-ethyl-3-fluoro-5H-pyrrolo[3,4-b]pyridin-7-one